5-methyl-1,3-cyclohexanediamine CC1CC(CC(C1)N)N